N-(2-methoxy-5-nitro-4-(pyrrolidin-1-yl)phenyl)formamide COC1=C(C=C(C(=C1)N1CCCC1)[N+](=O)[O-])NC=O